3,9-bis(2-(3-(3-t-butyl-4-hydroxy-5-methylphenyl)propionyl-oxy)-1,1-dimethylethyl)-2,4,8,10-tetraoxaspiro[5.5]undecane C(C)(C)(C)C=1C=C(C=C(C1O)C)CCC(=O)OCC(C)(C)C1OCC2(CO1)COC(OC2)C(COC(CCC2=CC(=C(C(=C2)C)O)C(C)(C)C)=O)(C)C